N-Ethyl-6-(5-isopropyl-1H-pyrazole-3-carbonyl)-N-methyl-2,6-diazaspiro[3.3]heptane-2-carboxamide C(C)N(C(=O)N1CC2(C1)CN(C2)C(=O)C2=NNC(=C2)C(C)C)C